N1C(=NC2=CC=CC=C12)S(=O)(=O)[O-] aza-indolesulfonate